(4-methoxystyryl)-3,3-dimethylindole COC1=CC=C(C=CC2=NC3=CC=CC=C3C2(C)C)C=C1